(1S)-(2-oxopiperidin-4-yl)methyl 1-(4-fluorophenyl)-3,4-dihydroisoquinoline-2(1H)-carboxylate FC1=CC=C(C=C1)[C@@H]1N(CCC2=CC=CC=C12)C(=O)OCC1CC(NCC1)=O